2,3-diazole C=1NN=CC1